(4-(2,6-bis(benzyloxy)pyridin-3-yl)-2,3-dihydrobenzofuran-7-yl)methyl (2-fluoro-5-(trifluoromethoxy)phenyl)carbamate FC1=C(C=C(C=C1)OC(F)(F)F)NC(OCC1=CC=C(C=2CCOC21)C=2C(=NC(=CC2)OCC2=CC=CC=C2)OCC2=CC=CC=C2)=O